3-(1-(2-(6-(difluoromethyl)imidazo[1,2-a]pyrazin-3-yl)pyrimidin-4-yl)piperidin-3-yl)propionamide FC(C=1N=CC=2N(C1)C(=CN2)C2=NC=CC(=N2)N2CC(CCC2)CCC(=O)N)F